2-methyl-2-(morpholine-4-carbonyl)indoline-5-carboxylic acid CC1(NC2=CC=C(C=C2C1)C(=O)O)C(=O)N1CCOCC1